N-Benzyl-Methyl-Formamide C(C1=CC=CC=C1)N(C=O)C